1,2-bis(fluoromethyl)benzene FCC1=C(C=CC=C1)CF